FC(OC1=CC=C(C=C1)NC1CCN(CC1)S(=O)(=O)C1=CC=C(C=C1)C1=CC=C2CNC(C2=C1)=O)F 6-{4-[(4-{[4-(difluoromethoxy)phenyl]Amino}piperidin-1-yl)sulfonyl]phenyl}-2,3-dihydro-1H-isoindol-1-one